N1(C=NC=C1)CC(=O)N1CCC(CC1)C=1C=C2C(=C(NC2=CC1)C1=C2C(=NC=C1)NN=C2)C(C)C 2-(1H-imidazol-1-yl)-1-(4-(3-isopropyl-2-(1H-pyrazolo[3,4-b]pyridin-4-yl)-1H-indol-5-yl)piperidin-1-yl)ethan-1-one